methylpropenylpropyldiethoxysilane CC(C)O[Si](OCC)(CCC)C=CC